C(C1=CC=CC=C1)C1=C(CC2OC2)C=CC(=C1)C 2-(2-benzyl-4-methylbenzyl)oxirane